7-Bromo-1H-indazol-3-amine BrC=1C=CC=C2C(=NNC12)N